4-methyl-N-[5-methyl-1-(propan-2-yl)-1H-pyrazol-4-yl]-3-[2-(pyridin-3-yl)ethynyl]benzamide S-ethyl-azepane-1-carbothioate C(C)S=C(O)N1CCCCCC1.CC1=C(C=C(C(=O)NC=2C=NN(C2C)C(C)C)C=C1)C#CC=1C=NC=CC1